1-(biphenyl-2-ylmethyl)-4-(2-ethoxyphenyl)piperazine C1(=C(C=CC=C1)CN1CCN(CC1)C1=C(C=CC=C1)OCC)C1=CC=CC=C1